CN(S(=O)(=O)N1C(C(C(CC1)C1=NN(C(=C1OC)SCC1=CC=CC=C1)C(=O)C=1OC=CC1)C)=O)C 4-[({3-[1-(Dimethylsulfamoyl)-3-methyl-2-oxopiperidin-4-yl]-1-(furan-2-carbonyl)-4-methoxy-1H-pyrazol-5-yl}sulfanyl)methyl]benzol